1-octylnonyl 8-[3-hydroxy-2-[8-(1-octylnonoxy)-8-oxo-octoxy]propoxy]octanoate OCC(COCCCCCCCC(=O)OC(CCCCCCCC)CCCCCCCC)OCCCCCCCC(=O)OC(CCCCCCCC)CCCCCCCC